C1(=CC=CC=C1)S(=O)(=O)N1C2=NC=C3NC(N(C3=C2C=C1)C1CCC(CC1)(CCCO[Si](C)(C)C(C)(C)C)NC(OCC1=CC=CC=C1)=O)=O Benzyl N-[4-[10-(benzenesulfonyl)-4-oxo-3,5,8,10-tetrazatricyclo[7.3.0.02,6]dodeca-1,6,8,11-tetraen-3-yl]-1-[3-[tert-butyl(dimethyl)silyl]oxypropyl]cyclohexyl]carbamate